NC1=C(SC2=NC(=CC=C21)C)C(=O)N[C@@H]2COC1=CC(=C(C=C1C2)Cl)N2CCNCC2 (S)-3-amino-N-(6-chloro-7-(piperazin-1-yl)chroman-3-yl)-6-methylthieno[2,3-b]pyridine-2-carboxamide